C1(CC2C(CC1)O2)CC[Si](C)(C)OCC β-(3,4-epoxycyclohexyl)ethylethoxydimethylsilane